ClC=1C=C(C=CC1)C(C(=O)C1CCCCC1)(F)F 2-(3-chlorophenyl)-1-cyclohexyl-2,2-difluoroethan-1-one